methyl 4-[4-[(3,4-dihydro-3-methyl-4-oxo-1-phthalazinyl)carbonyl]-3-methyl-1-piperazinyl]benzoate CN1N=C(C2=CC=CC=C2C1=O)C(=O)N1C(CN(CC1)C1=CC=C(C(=O)OC)C=C1)C